(6S,9S,12S,15S,18R,19R)-9-(aminomethyl)-12-cyclopentyl-19-decyl-6-[(1S)-1-hydroxyethyl]-15-isobutyl-16,18-dimethyl-1-oxa-4,7,10,13,16-pentazacyclononadecane-2,5,8,11,14,17-hexone NC[C@H]1C(N[C@H](C(NCC(O[C@@H]([C@H](C(N([C@H](C(N[C@H](C(N1)=O)C1CCCC1)=O)CC(C)C)C)=O)C)CCCCCCCCCC)=O)=O)[C@H](C)O)=O